rel-(S)-tert-butyl 3-(4-(pyrrolidin-1-yl)phenyl)pyrrolidine-1-carboxylate N1(CCCC1)C1=CC=C(C=C1)[C@H]1CN(CC1)C(=O)OC(C)(C)C |o1:11|